(1-((2s,3r,4r,5r)-3-fluoro-4-hydroxy-5-(hydroxymethyl)tetrahydrofuran-2-yl)-2-oxo-1,2-dihydropyrimidin-4-yl)-2-methylpyrimidine-4-carboxamide F[C@H]1[C@H](O[C@@H]([C@H]1O)CO)N1C(N=C(C=C1)C=1C(=NC(=NC1)C)C(=O)N)=O